NC1=NC(=C(C=2N1N=C(N2)CC2=NC=CC=C2F)C2=CN(C(C=C2)=O)C)C2=CC=C(C#N)C=C2 4-(5-amino-2-((3-fluoropyridin-2-yl)methyl)-8-(1-methyl-6-oxo-1,6-dihydropyridin-3-yl)-[1,2,4]triazolo[1,5-c]pyrimidin-7-yl)benzonitrile